C(C(C)C)OC(CCCCCCCCCCC)=O Lauric acid isobutyl ester